acryloyloxyhexyloxybenzophenone C(C=C)(=O)OCCCCCCOC1=C(C(=O)C2=CC=CC=C2)C=CC=C1